(3R,4R)-1-(1-(4-Chloro-2-methoxybenzyl)-5,6-difluoro-1H-benzimidazol-2-yl)-4-fluoro-3-piperidinamin ClC1=CC(=C(CN2C(=NC3=C2C=C(C(=C3)F)F)N3C[C@H]([C@@H](CC3)F)N)C=C1)OC